6-{[2,6-bis(phenyl)phenyl-(2,6-dimethoxyphenyl)]-phosphino}-2-tert-butylphenol C1(=CC=CC=C1)C1=C(C(=CC=C1)C1=CC=CC=C1)C=1C(=C(C(=CC1)OC)PC1=CC=CC(=C1O)C(C)(C)C)OC